N1=CC=CCCC1=O azepin-7(5H)-one